BrC=1C=C(C=C(C1)Cl)C1NCC(N(C1)C(=O)[O-])COC 5-(3-bromo-5-chlorophenyl)-2-(methoxymethyl)piperazine-1-carboxylate